P(=O)(OP(=O)(Cl)Cl)(Cl)Cl pyrophosphoric acid, chloride